O=P oxophosphine